C(C1=CC=CC=C1)(=O)NC=1C=C(C=C(C1)C1=CC(=CC=C1)F)C(=O)O 5-Benzoylamino-3'-fluoro-[1,1'-biphenyl]-3-carboxylic acid